p-fluorostyrenesulfonyl chloride FC1=CC=C(C=CS(=O)(=O)Cl)C=C1